OCC[C@@H](C1=CC=C(C=C1)C1=C(N=CS1)C)NC(OC(C)(C)C)=O tert-butyl (S)-(3-hydroxy-1-(4-(4-methylthiazol-5-yl)phenyl)propyl)carbamate